CC1=C2CC(CC2=C(C(=C1C)B1N(C=2C3=C(N1)C=CC=C3C=CC2)CC2=CC=CC3=CC=CC=C23)C)(C(=O)OC)C(=O)OC (S)-dimethyl 4,5,7-trimethyl-6-(1-(naphthalen-1-ylmethyl)-1H-naphtho[1,8-de][1,3,2]diazaborinin-2(3H)-yl)-1,3-dihydro-2H-indene-2,2-dicarboxylate